ClC=1C(N(C(C1Cl)=O)CC=1C=CC(=NC1)N1CCN(CC1)C(=O)OC(C)(C)C)O tert-Butyl 4-(5-((3,4-dichloro-2-hydroxy-5-oxo-2,5-dihydro-1H-pyrrol-1-yl)methyl)pyridin-2-yl)piperazine-1-carboxylate